(R)-benzyl-2-oxazolidinone C(C1=CC=CC=C1)N1C(OCC1)=O